tri-t-butylperylene C(C)(C)(C)C=1C(=C(C=2C=3C=CC=C4C=CC=C(C5=CC=CC1C52)C43)C(C)(C)C)C(C)(C)C